The molecule is a pentacyclic triterpenoid that is 30-norlupan-28-oic acid substituted by a 3beta-hydroxy and an oxo group at position 20. It is isolated from the leaves of Syzygium claviflorum and exhibits anti-HIV activity. It has a role as a metabolite and an anti-HIV agent. It is a hydroxy monocarboxylic acid, a methyl ketone and a pentacyclic triterpenoid. CC(=O)[C@@H]1CC[C@]2([C@H]1[C@H]3CC[C@@H]4[C@]5(CC[C@@H](C([C@@H]5CC[C@]4([C@@]3(CC2)C)C)(C)C)O)C)C(=O)O